tert-Butyl 5-chloro-3-(cyanomethyl)-6-(2-hydroxyethoxy)-1H-pyrrolo[3,2-b]pyridine-1-carboxylate ClC1=C(C=C2C(=N1)C(=CN2C(=O)OC(C)(C)C)CC#N)OCCO